N[SiH3]=O aminosilane oxide